2-methylpentane-2,5-diol CC(C)(CCCO)O